CC1=CNC2=CC=C(C=C12)N 3-methyl-indol-5-amine